1-fluoro-6-isopropylquinoline iodonium salt [IH2+].FN1CC=CC2=CC(=CC=C12)C(C)C